O[C@H]1C[C@H](C1)C(=O)OC cis-methyl 3-hydroxycyclobutanecarboxylate